FC(C=1OC2=C(N1)C=C(C=C2)OC)F 2-(Difluoromethyl)-5-methoxybenzo[d]oxazole